C(C)(C)C=1C=C(C=CC1S(=O)(=O)C)N1C(N(CC1)C1=NC(=CC=C1)C1=NN=CN1C(C)C)=O 1-(3-isopropyl-4-(methylsulfonyl)phenyl)-3-(6-(4-isopropyl-4H-1,2,4-triazol-3-yl)pyridin-2-yl)imidazolidin-2-one